dibenzyl-itaconic acid C(C1=CC=CC=C1)C(=C(C(=O)O)CC(=O)O)CC1=CC=CC=C1